The molecule is a N(5)-alkylglutamine obtained by formal condensation of the side-chain carboxy group of L-glutamic acid with the amino group of L-alaninol. It has a role as a bacterial metabolite. It derives from a (S)-2-aminopropan-1-ol. It is a tautomer of a N-(gamma-L-glutamyl)-L-alaninol zwitterion. C[C@@H](CO)NC(=O)CC[C@@H](C(=O)O)N